C[SiH](O[Si](CC[Si](OC)(OC)OC)(O[Si](CC[Si](OC)(OC)OC)(C)C)C)C 6-((dimethylsilyl)oxy)-3,3,11,11-tetramethoxy-6,8,8-trimethyl-2,7,12-trioxa-3,6,8,11-tetrasilatridecane